NC1N(CCCC1)C=1OC(=NN1)C1CC1 amino-(5R)-(5-cyclopropyl-1,3,4-oxadiazol-2-yl)-piperidine